C(C)(C)(C)C(=O)N1C[C@@H](NCC1)C (S)-4-N-t-butylcarbonyl-2-methylpiperazine